COC(=O)C=1C=CC=C2C1CCO2 2,3-dihydro-1-benzofuran-4-carboxylic acid methyl ester